1-((1-ethyl-1H-imidazol-5-yl) methyl)-4-fluoro-1H-benzo[d]imidazole-6-carboxylate C(C)N1C=NC=C1CN1C=NC2=C1C=C(C=C2F)C(=O)[O-]